2-((1s,6r)-6-amino-2,2-difluorocyclohexyl)-3-bromo-N-((E)-but-2-en-1-yl)-5-chlorothieno[3,2-b]pyridin-7-amine trifluoroacetate salt FC(C(=O)O)(F)F.N[C@@H]1CCCC([C@H]1C1=C(C2=NC(=CC(=C2S1)NC\C=C\C)Cl)Br)(F)F